(S)-3-[methyl([6-[4-(pyrazol-1-yl)-1H-indazol-7-yl]pyridazin-3-yl])amino]-8-azabicyclo[3.2.1]octane-8-carboxylate CN(C1C[C@@H]2CCC(C1)N2C(=O)[O-])C=2N=NC(=CC2)C=2C=CC(=C1C=NNC21)N2N=CC=C2